2,4-dimethyl-3,3-bis(methoxymethyl)pentane CC(C)C(C(C)C)(COC)COC